FC=1C=CC(=NC1)OC[C@H]1N(C2CC([C@H]1C)C2)C(=O)C2=NC(=CC=C2C2=NC=CC=N2)C (3s,4r)-3-{[(5-fluoropyridin-2-yl)oxy]methyl}-4-methyl-2-[6-methyl-3-(pyrimidin-2-yl)pyridine-2-carbonyl]-2-azabicyclo[3.1.1]heptane